C(C)(C)(C)OC(=O)NC1=C(C=CC=C1)NC(=O)C1=CC=C(C=C1)NC(COCCCCCCOCC(=O)OCC1=CC=CC=C1)=O Benzyl 2-((6-(2-((4-((2-((tert-butoxycarbonyl)amino)phenyl)carbamoyl)phenyl)amino)-2-oxoethoxy)hexyl)oxy)acetate